ON1C(=O)C2C3C=CC(C2C1=O)C3 N-hydroxy-5-norbornylene-2,3-dicarboximide